The molecule is a disaccharide consisting of beta-D-glucopyranose and beta-D-arabinopyranose residues joined in sequence by a (1->3) glycosidic bond. It derives from a beta-D-glucose and a beta-D-arabinopyranose. C1[C@H]([C@H]([C@@H]([C@@H](O1)O)O)O[C@H]2[C@@H]([C@H]([C@@H]([C@H](O2)CO)O)O)O)O